COC1=NC(=NN2C1=C(C=C2)C=2C=C1C=CC=NC1=CC2)NC2CC(C2)(C(=O)N(C)C)C (1r,3r)-3-((4-methoxy-5-(quinolin-6-yl)pyrrolo[2,1-f][1,2,4]triazin-2-yl)amino)-N,N,1-trimethylcyclobutane-1-carboxamide